O=C1N(C(CC1)=O)OC(CCOCCOCCOCCNC(CCOCCOCCOCCNC(CCCCCCCCCCCCC(=O)O)=O)=O)=O 1-((2,5-dioxopyrrolidin-1-yl)oxy)-1,14,27-trioxo-4,7,10,17,20,23-hexaoxa-13,26-diazatetracontan-40-oic acid